7a-(4-bromophenyl)-N,N-diethyl-4b,5-dihydroxy-4-methoxy-7-phenyl-4b,6,7,7a-tetrahydro-5H-cyclopenta[4,5]furo[2,3-c]pyridine-6-carboxamide BrC1=CC=C(C=C1)C12C(C3=C(C=NC=C3OC)O1)(C(C(C2C2=CC=CC=C2)C(=O)N(CC)CC)O)O